3-[3-[6-(3-cyano-5-methyl-pyrazol-1-yl)-5-(1-hydroxyethyl)-2-pyridinyl]-6-[(6-methylpyridazin-3-yl)amino]benzimidazol-5-yl]oxopyrrolidine-1-carboxylic acid tert-butyl ester C(C)(C)(C)OC(=O)N1C(C(CC1)C1=CC2=C(N=CN2C2=NC(=C(C=C2)C(C)O)N2N=C(C=C2C)C#N)C=C1NC=1N=NC(=CC1)C)=O